(S)-3-methyl-2-(6-methylhept-5-en-2-yl)cyclopent-2-en-1-one CC1=C(C(CC1)=O)[C@@H](C)CCC=C(C)C